FC(OC1=CC=C(NC=2C(=NC(=C(N2)NC)C=2C3=C(C=NC2)N(C=N3)C)C(=O)OC)C=C1)F methyl 3-[4-(difluoromethoxy)anilino]-5-(methylamino)-6-(3-methylimidazo[4,5-c]pyridin-7-yl)pyrazine-2-carboxylate